N-(5-cyano-4'-((2-(1,1-difluoroethyl)-6-ethylpyrimidin-4-yl)amino)-[2,3'-bipyridyl]-6'-yl)acetamide C(#N)C=1C=CC(=NC1)C=1C=NC(=CC1NC1=NC(=NC(=C1)CC)C(C)(F)F)NC(C)=O